NC1=NN(C=C1C(=O)N)[C@@H]1COCC[C@H]1C#N 3-amino-1-[(trans)-4-cyanotetrahydro-2H-pyran-3-yl]pyrazole-4-carboxamide